C(C(=C)C)(=O)OCC[N+](CCCS(=O)(=O)[O-])(C)C 3-((2-(methacryloyloxy)ethyl)dimethylammonio)propane-1-sulfonate